4-(2,2,2-trifluoroethyl)-1-((2-(trimethylsilyl)ethoxy)methyl)-1H-pyrazole-3-carboxylic acid FC(CC=1C(=NN(C1)COCC[Si](C)(C)C)C(=O)O)(F)F